N1=CC(=CC=C1)CN 3-pyridine-methaneamine